4-[(2-chloro-6-fluorophenyl)methyl]-3-{[3-(4-methylphenyl)piperidin-1-yl]methyl}-4,5-dihydro-1,2,4-oxadiazol-5-one ClC1=C(C(=CC=C1)F)CN1C(=NOC1=O)CN1CC(CCC1)C1=CC=C(C=C1)C